FC1=C(C=CC(=C1)C(CO)C)C=1C=C(SC1)B(O)O (4-(2-fluoro-4-(1-hydroxy-prop-2-yl)phenyl)thiophen-2-yl)boronic acid